NC1=NC=C(C=C1O[C@@H](C)C=1C=C(C=CC1)NC(C1=CC(=CC=C1)C#N)=O)Cl (S)-N-(3-(1-((2-amino-5-chloropyridin-3-yl)oxy)ethyl)phenyl)-3-cyanobenzamide